4-[1-(1-cyclopentyl-but-3-en-1-yl)-1H-pyrazol-4-yl]-7H-pyrrolo[2,3-d]pyrimidine-trifluoroacetate salt FC(C(=O)O)(F)F.C1(CCCC1)C(CC=C)N1N=CC(=C1)C=1C2=C(N=CN1)NC=C2